(rac)-tert-butyl 4-[2-(6,6-dimethyltetrahydropyran-3-yl)-3H-imidazo[4,5-b]pyridin-7-yl]piperidine-1-carboxylate CC1(CC[C@@H](CO1)C1=NC=2C(=NC=CC2C2CCN(CC2)C(=O)OC(C)(C)C)N1)C |r|